C(C)(C)OC=1C=CC(=NC1)OC1(C[C@@H](N(C[C@@H]1C)C1=CC(N(C=2C=CC(=NC12)C#N)C)=O)C)C 8-((2S,5S)-4-((5-Isopropoxypyridin-2-yl)oxy)-2,4,5-trimethylpiperidin-1-yl)-5-methyl-6-oxo-5,6-dihydro-1,5-naphthyridin-2-carbonitril